C(C)(C)(C)OC(=O)N1CCC(CC1)NC1=NC=C(C=N1)C(F)(F)F 4-((5-(trifluoromethyl)pyrimidin-2-yl)amino)piperidine-1-carboxylic acid tert-butyl ester